COC1=CC=C(CN(C=2N=CN(C(C2C(=O)OC)=O)C2=C(C=C(C=C2C)C=C)C)CC2=CC=C(C=C2)OC)C=C1 methyl 4-(bis(4-methoxybenzyl)amino)-1-(2,6-dimethyl-4-vinylphenyl)-6-oxo-1,6-dihydropyrimidine-5-carboxylate